7-cyclobutyl-2-hydroxy-8-(trifluoromethyl)quinoline-3-carboxylic acid C1(CCC1)C1=CC=C2C=C(C(=NC2=C1C(F)(F)F)O)C(=O)O